Vinyl-phosphorous acid bis(4-nitrobenzyl) ester [N+](=O)([O-])C1=CC=C(COP(OCC2=CC=C(C=C2)[N+](=O)[O-])(O)C=C)C=C1